4,4-difluorobut-3-en-1-yl 2-(3,5-bis(trifluoromethyl)-1H-pyrazol-1-yl)propanoate FC(C1=NN(C(=C1)C(F)(F)F)C(C(=O)OCCC=C(F)F)C)(F)F